2-cyclopropyl-6-[[5-[5-[[(2R,3S)-3-hydroxytetrahydrofuran-2-yl]methoxy]-2-methyl-4-pyridyl]pyrazolo[1,5-a]pyridin-2-yl]amino]-4-methyl-pyridazin-3-one C1(CC1)N1N=C(C=C(C1=O)C)NC1=NN2C(C=C(C=C2)C2=CC(=NC=C2OC[C@H]2OCC[C@@H]2O)C)=C1